FC1=NC(=CC(=C1)N(C(CCC(=O)OC)=O)C=1SC(=C(N1)C(NC1C(CC1)(C)C)=O)C)F methyl 4-[(2,6-difluoro-4-pyridyl)-[4-[(2,2-dimethyl cyclobutyl)carbamoyl]-5-methyl-thiazol-2-yl]amino]-4-oxo-butanoate